rac-N-((1r,4r)-4-(3-chloro-4-cyanophenoxy)cyclohexyl)-2-(4-(3-((2-(2,6-dioxopiperidin-3-yl)-6-fluoro-1,3-dioxoisoindolin-5-yl)oxy)propyl)piperazin-1-yl)pyrimidine-5-carboxamide ClC=1C=C(OC2CCC(CC2)NC(=O)C=2C=NC(=NC2)N2CCN(CC2)CCCOC=2C=C3C(N(C(C3=CC2F)=O)[C@H]2C(NC(CC2)=O)=O)=O)C=CC1C#N |r|